rac-N-[(3R,4R)-4-hydroxypiperidin-3-yl]carbamic acid benzyl ester C(C1=CC=CC=C1)OC(N[C@@H]1CNCC[C@H]1O)=O |r|